6-[7-(2-methoxyethoxy)imidazo[1,2-a]pyridin-3-yl]-N-{[4-(1-methyl-1H-pyrazol-4-yl)phenyl]methyl}pyrimidin-4-amine COCCOC1=CC=2N(C=C1)C(=CN2)C2=CC(=NC=N2)NCC2=CC=C(C=C2)C=2C=NN(C2)C